C(C)(C)(C)C1=CN=C(S1)NC(=O)[C@H]1N(CCC1)C([C@H](C(C)(C)C)NC(=O)C1=CC2=C(S1)C=CC(=C2)C(F)(F)P(O)(O)=O)=O ((2-(((S)-1-((S)-2-((5-(tert-butyl)thiazol-2-yl)carbamoyl)pyrrolidin-1-yl)-3,3-dimethyl-1-oxobutan-2-yl)carbamoyl)benzo[b]thiophen-5-yl)difluoromethyl)phosphonic acid